2-(4,4-difluoropiperidin-1-yl)-4-methoxy-6-((trimethylsilyl)ethynyl)pyrimidine tert-butyl-4-[2-ethoxy-2-oxo-1-(p-tolylmethyl)ethyl]piperidine-1-carboxylate C(C)(C)(C)OC(=O)N1CCC(CC1)C(C(=O)OCC)CC1=CC=C(C=C1)C.FC1(CCN(CC1)C1=NC(=CC(=N1)OC)C#C[Si](C)(C)C)F